butylene glycol sebacate C(CCCCCCCCC(=O)O)(=O)O.C(CCCO)O